C(C1=CC=CC=C1)OC=1C(C(=CN2C1C(N1[C@H](C=CC([C@H]2C1)=C)C)=O)C(=O)NCC1=C(C(=C(C=C1)F)Cl)F)=O (3S,7S)-12-(benzyloxy)-N-(3-chloro-2,4-difluorobenzyl)-3-methyl-6-methylene-1,11-dioxo-1,6,7,11-tetrahydro-3H-2,7-methanopyrido[1,2-a][1,4]diazonine-10-carboxamide